[2-[5-[(5-methyl-1,3-benzoxazol-2-yl)methyl]pyrrolo[3,2-c]pyridin-2-yl]phenyl]methanol CC=1C=CC2=C(N=C(O2)CN2C=C3C(C=C2)=NC(=C3)C3=C(C=CC=C3)CO)C1